N1CC=CC1=O 2H-PYRROL-5-ONE